(R)-(2-isocyanato-1-phenylethyl)carbamic acid tert-butyl ester C(C)(C)(C)OC(N[C@@H](CN=C=O)C1=CC=CC=C1)=O